N-acetyl-isoleucinamide C(C)(=O)NC([C@@H](N)[C@@H](C)CC)=O